1,4-dithio-d-threitol C([C@H]([C@@H](CS)O)O)S